N1(CCNCC1)CCN(C1CC=2C=CC=C(C2CC1)O)CCC 6-((2-(piperazin-1-yl)ethyl)(propyl)amino)-5,6,7,8-tetrahydronaphthalen-1-ol